FC1=CC(=C2CN(C(C2=C1)=O)C1C(NC(CC1)=O)=O)C1CCN(CC1)CCCCCCCC1=CC=C(C=C1)C1=NC=2N(C(=C1)N1CCN(CC1)CCO)N=C(C2C2=CC=CC=C2)C 3-(6-fluoro-4-(1-(7-(4-(7-(4-(2-hydroxyethyl)piperazin-1-yl)-2-methyl-3-phenyl-pyrazolo[1,5-a]pyrimidin-5-yl)phenyl)heptyl)piperidin-4-yl)-1-oxoisoindolin-2-yl)piperidine-2,6-dione